F[C@H]1[C@@]2(CC[C@](C[C@H]1N(C=1N=CC(=NC1)C1=C(C=C(C=C1)C1=CN=NN1)O)C)(N2)C)C 2-(5-{[(1S,2R,3R,5R)-2-fluoro-1,5-dimethyl-8-azabicyclo[3.2.1]octan-3-yl](methyl)amino}pyrazin-2-yl)-5-(1H-1,2,3-triazol-5-yl)phenol